BrC1=CC(=C(C=C1)COC1=CC=CC(=N1)C1=CC(=C(C=C1F)CC=1N(C2=C(N1)C=CC(=C2)C(=O)OC)C[C@H]2OCC2)F)F Methyl 2-[[4-[6-[(4-bromo-2-fluoro-phenyl)methoxy]-2-pyridyl]-2,5-difluorophenyl]methyl]-3-[[(2S)-oxetan-2-yl]methyl]benzimidazole-5-carboxylate